hydroxypropyl (2-(hydroxyamino)-2-oxoethyl) phosphonate P(OCCCO)(OCC(=O)NO)=O